Benzylnicotinate C(C1=CC=CC=C1)OC(C1=CN=CC=C1)=O